N-ethyl-N-(prop-2-yl)-2-(pyridin-4-yl)pyrido[3,4-d]pyrimidin-4-amine C(C)N(C=1C2=C(N=C(N1)C1=CC=NC=C1)C=NC=C2)C(C)C